C1(CCCC1)CC=1NC(=NN1)C(=O)NC1=NC=NC(=C1)C1=C(C=CC(=C1)OCCC1CCOCC1)C(F)(F)F 5-(cyclopentylmethyl)-N-(6-(5-(2-(tetrahydro-2H-pyran-4-yl)ethoxy)-2-(trifluoromethyl)phenyl)pyrimidin-4-yl)-4H-1,2,4-triazole-3-carboxamide